ClC=1N=C(C2=C(N1)N(C=C2)[C@@H]2C[C@@H]([C@@H]1[C@H]2OC(O1)(C)C)C1=CC(=NC=C1)OC)Cl 4-[(3aR,4R,6R,6aS)-6-{2,4-dichloropyrrolo[2,3-d]pyrimidin-7-yl}-2,2-dimethyl-tetrahydro-3aH-cyclopenta[d][1,3]dioxol-4-yl]-2-methoxypyridine